(P)-3-bromo-4-((3-fluoropyridin-2-yl)methoxy)-6''-(2-hydroxypropan-2-yl)-3'',5',6-trimethyl-2H-[1,4':2',2''-terpyridin]-2-one BrC=1C(N(C(=CC1OCC1=NC=CC=C1F)C)C1=CC(=NC=C1C)C1=NC(=CC=C1C)C(C)(C)O)=O